COC1=C2C(NC(=NC2=CC(=C1)OC)C1=CC=C(C=C1)N1CCC(CC1)N(C)CC1=CC=C(C=N1)N1C(NC(CC1)=O)=O)=O 1-(6-(((1-(4-(5,7-dimethoxy-4-oxo-3,4-dihydroquinazolin-2-yl)phenyl)piperidin-4-yl)(methyl)amino)methyl)pyridin-3-yl)dihydropyrimidine-2,4(1H,3H)-dione